[C@@H]1([C@@H](CCCC1)N)N (trans)-1,2-cyclohexanediamine